OC1=C(C=C(C=C1)C=C)N1N=C2C(=N1)C=CC=C2 2-(2-hydroxy-5-vinylphenyl)-2H-benzotriazole